OC1=CC=C(C=C1)CC(C(=O)OC)NC(CNC(=O)[C@H]1N(CCC1)C(CCCCCCCCCCCCCCC)=O)=O methyl 3-(4-hydroxyphenyl)-2-(2-((S)-1-palmitoylpyrrolidine-2-carboxamido)acetamido)propanoate